N1(CCOCC1)C(=O)C1=CC=C(C=C1)B1OC(C)(C)C(C)(C)O1 4-(morpholine-4-carbonyl)benzeneboronic acid pinacol ester